CC1(O[C@@H]2[C@H]([C@H](O[C@@H]2O1)[C@@H](CO)O)O)C 1,2-O-isopropylidene-α-D-glucofuranose